N-(2-((1r,3r)-3-formylcyclobutyl)-5-methoxybenzo[d]thiazol-6-yl)-6-(trifluoromethyl)picolinamide C(=O)C1CC(C1)C=1SC2=C(N1)C=C(C(=C2)NC(C2=NC(=CC=C2)C(F)(F)F)=O)OC